C(C)OC(=O)C1=NN(C(C1)(C(=O)OCC)C)C1=C(C=C(C=C1)Cl)Cl diethyl-1-(2,4-dichlorophenyl)-4,5-dihydro-5-methyl-1H-pyrazole-3,5-dicarboxylate